CN(C1=CC=C(C=C1)C(C1=CC=C(C=C1)N(C)C)=NCCN1C(C=CC1=O)=O)C 1-(2-((bis(4-(dimethylamino)phenyl)methylene)amino)ethyl)-1H-pyrrole-2,5-dione